FC=1C(=C(C=C(C1)N1N=CC=N1)O)C=1N=C2N(C=CC(=N2)C=2CC(NC(C2)(C)C)(C)C)C1 3-fluoro-2-(7-(2,2,6,6-tetramethyl-1,2,3,6-tetrahydropyridin-4-yl)imidazo[1,2-a]pyrimidin-2-yl)-5-(2H-1,2,3-triazol-2-yl)phenol